(R)-4-((2-(3-Fluorophenyl)-2-hydroxyethyl)amino)-N,N,4-trimethyl-piperidine-1-carboxamide acetate C(C)(=O)O.FC=1C=C(C=CC1)[C@H](CNC1(CCN(CC1)C(=O)N(C)C)C)O